NC1=CC=C(CNC2=NS(C3=C(N2)C(=CC=C3)OC3=C(C=CC=C3)Cl)(=O)=O)C=C1 3-((4-aminobenzyl)amino)-5-(2-chlorophenoxy)-4H-benzo[e][1,2,4]thiadiazine 1,1-dioxide